ClC1=CC=2NC3=CC=CC=C3S(C2C=C1)=O 2-chlorophenothiazine-5-oxide